FCC1=CC=C(C=O)C=C1 4-(fluoromethyl)-benzaldehyde